(R)-8-(3-(1-(2-amino-3-chloropyridin-4-yl)vinyl)-1H-pyrazolo[3,4-b]pyrazin-6-yl)-8-azaspiro[4.5]decan-1-amine NC1=NC=CC(=C1Cl)C(=C)C1=NNC2=NC(=CN=C21)N2CCC1(CCC[C@H]1N)CC2